3-(4-methoxybenzylcarbamoyl)acrylic acid COC1=CC=C(CNC(=O)C=CC(=O)O)C=C1